COC1=CC=C2C(=CC=NC2=C1)OCC1=CC(=CC=C1)SC 7-methoxy-4-[(3-methylsulfanylphenyl)methoxy]quinoline